Ethyl (S)-3-(3-(4-Hydroxy-1,6-dimethyl-2-oxo-1,2-dihydropyridin-3-yl)ureido)-3-(2',4',5-trifluorobiphenyl-3-yl)propanoat OC1=C(C(N(C(=C1)C)C)=O)NC(N[C@@H](CC(=O)OCC)C=1C=C(C=C(C1)F)C1=C(C=C(C=C1)F)F)=O